1-(2-aminoethyl)-1,3-dihydrobenzo[c][1,2,5]thiadiazole 2,2-dioxide NCCN1S(NC2=C1C=CC=C2)(=O)=O